tert-butyl 7-[2-fluoro-4-(4,4,5,5-tetramethyl-1,3,2-dioxaborolan-2-yl)phenyl]-2,7-diazaspiro[4.4]nonane-2-carboxylate FC1=C(C=CC(=C1)B1OC(C(O1)(C)C)(C)C)N1CC2(CCN(C2)C(=O)OC(C)(C)C)CC1